ClC=1N(N=C2C=CC(=C(C12)Cl)C1=CNC=2N=C(N=C(C21)C#N)N2CCC1(CC2)[C@@H](C2=CC=CC=C2C1)N[S@](=O)C(C)(C)C)C (R)-N-((S)-1'-(5-(3,4-dichloro-2-methyl-2H-indazol-5-yl)-4-cyano-7H-pyrrolo[2,3-d]pyrimidin-2-yl)-1,3-dihydrospiro[inden-2,4'-piperidin]-1-yl)-2-methylpropan-2-sulfinamide